1-({3,4-difluoro-2-[(2-fluoro-4-iodophenyl)amino]phenyl}carbonyl)-3-[({2-[(phenylmethyl)oxy]cyclopentyl}amino)methyl]azetidin-3-ol FC=1C(=C(C=CC1F)C(=O)N1CC(C1)(O)CNC1C(CCC1)OCC1=CC=CC=C1)NC1=C(C=C(C=C1)I)F